2-[(2-butoxypyrimidin-4-yl)amino]benzoic Acid C(CCC)OC1=NC=CC(=N1)NC1=C(C(=O)O)C=CC=C1